O.C([O-])([O-])=O.[Zr+4].C([O-])([O-])=O zirconium carbonate, hydrate